ethyl 2-[[tert-butoxycarbonyl-[2-(3-chloropyrazol-1-yl)-5-ethylsulfonyl-1-methyl-imidazol-4-yl]amino]methyl]-5-(trifluoromethyl)pyridine-3-carboxylate C(C)(C)(C)OC(=O)N(C=1N=C(N(C1S(=O)(=O)CC)C)N1N=C(C=C1)Cl)CC1=NC=C(C=C1C(=O)OCC)C(F)(F)F